C(C(C)C)I isobutyliodide